2-((5-isopropylpyridin-2-yl)amino)-9-(trifluoromethyl)-7H-pyrimido[5',4':3,4]cyclopenta[1,2-c]quinolin-7-one C(C)(C)C=1C=CC(=NC1)NC=1C=C2C3=C(C=NC2=CC1)C(C1=C3C=NC(=N1)C(F)(F)F)=O